4,4,4-trifluorobutyl 4-nitrobenzenesulfonate [N+](=O)([O-])C1=CC=C(C=C1)S(=O)(=O)OCCCC(F)(F)F